3-[2-(Methylphenyl)ethynyl]-6,8-dihydro-5H-[1,2,4]triazolo[4,3-a]pyrazine-7-carboxylic acid methyl ester COC(=O)N1CC=2N(CC1)C(=NN2)C#CC2=C(C=CC=C2)C